C(C)C1CNC=2C(=CC=C3C2N1C(=C3)C3=NC1=C(N3C)C(=CC(=C1)C=O)F)F (2-(3-ethyl-9-fluoro-2,3-dihydro-1H-pyrrolo[1,2,3-de]quinoxalin-5-yl)-7-fluoro-1-methyl-1H-benzo[d]imidazol-5-yl)methanone